7-chloro-1,2-dihydronaphthalen-1-ol ClC1=CC=C2C=CCC(C2=C1)O